p-toluenesulfinic acid butylamine salt C(CCC)N.CC1=CC=C(C=C1)S(=O)O